O=C1NC(CCC1N1C(C2=CC=CC(=C2C1=O)OCC1=CC=C(CN2CCN(CC2)C(=O)C2C(C2C(=O)O)(C)C)C=C1)=O)=O 3-(4-(4-(((2-(2,6-dioxopiperidin-3-yl)-1,3-dioxoisoindolin-4-yl)oxy)methyl)benzyl)piperazine-1-carbonyl)-2,2-dimethylcyclopropane-1-carboxylic acid